FC1=CC=CC(=N1)CC1=CC=C(CC2=NOC(=C2)C=2C(=NC=CC2)N)C=C1 3-(3-(4-((6-fluoropyridin-2-yl)methyl)benzyl)isoxazol-5-yl)pyridin-2-amine